FC1=CC=C(C=C1)C(C(O)C1=CC=C(C=C1)F)O 1,2-bis(4-fluorophenyl)ethane-1,2-diol